6-(((1H-pyrazol-4-yl)oxy)methyl)-N-(6-chloropyridin-3-yl)isoquinolin-1-amine N1N=CC(=C1)OCC=1C=C2C=CN=C(C2=CC1)NC=1C=NC(=CC1)Cl